FC(C1=NC=CC(=C1)C(=O)C1CC2(CN(C2)C(=O)OC(C)(C)C)C1)(F)F tert-butyl 6-[2-(trifluoromethyl)pyridine-4-carbonyl]-2-azaspiro[3.3]heptane-2-carboxylate